2'-[6-amino-5-(trifluoromethyl)pyridin-3-yl]-N-[2-(2-chlorophenyl)propan-2-yl]-5',6'-dihydrospiro[pyrrolidine-3,4'-pyrrolo[1,2-b]pyrazole]-1-carboxamide NC1=C(C=C(C=N1)C=1C=C2N(N1)CCC21CN(CC1)C(=O)NC(C)(C)C1=C(C=CC=C1)Cl)C(F)(F)F